CC1CC(C23CCC(CC12)C3)C 1,3-Dimethyloctahydro-3a,6-methanoinden